trans-tert-butyl 4-acetyl-5-(2,6-dichloropyridin-4-yl)-2-methylpiperazine-1-carboxylate C(C)(=O)N1C[C@@H](N(C[C@H]1C1=CC(=NC(=C1)Cl)Cl)C(=O)OC(C)(C)C)C